2-methylmercapto-5-(4-nitrophenyl)-5,6-dihydropyrido[2,3-d]pyrimidine-4,7(3H,8H)-dione CSC=1NC(C2=C(N1)NC(CC2C2=CC=C(C=C2)[N+](=O)[O-])=O)=O